C(C)N([C@@H](C)C(=O)O)C1=NC=CC=C1 ethyl-2-pyridyl-L-alanine